tert-butyl (R)-methyl((8-(2-(trifluoromethyl)pyridin-4-yl)chroman-4-yl)methyl)carbamate CN(C(OC(C)(C)C)=O)C[C@@H]1CCOC2=C(C=CC=C12)C1=CC(=NC=C1)C(F)(F)F